FC(C=1C=C(C=CC1)OB(O)O)(F)F 3-trifluoromethylphenyl-boric acid